ClC1=CC=C(C=N1)NC1=NC=CC2=CC(=CC=C12)OC1CCC(CC1)OC N-(6-chloropyridin-3-yl)-6-(((1r,4r)-4-methoxycyclohexyl)oxy)isoquinolin-1-amine